1-(propoxy)-5-hydroxyisoquinoline C(CC)OC1=NC=CC2=C(C=CC=C12)O